7-bromo-2-(2-(2,2-dimethyl-5-oxopyrrolidin-1-yl)ethyl)-3-(2-(1,3,3-trimethyl-2-oxo-2,3-dihydro-1H-pyrrolo[3,2-b]pyridin-6-yl)ethyl)quinazolin-4(3H)-one BrC1=CC=C2C(N(C(=NC2=C1)CCN1C(CCC1=O)(C)C)CCC=1C=C2C(=NC1)C(C(N2C)=O)(C)C)=O